(1s,4s)-4-N-(2-{3-[(4-methanesulfonyl-2-methoxyphenyl)amino]prop-1-yn-1-yl}-1-(2,2,2-trifluoro-ethyl)-1H-indol-4-yl)-1-N,1-N-dimethyl-cyclohexane-1,4-diamine CS(=O)(=O)C1=CC(=C(C=C1)NCC#CC=1N(C2=CC=CC(=C2C1)NC1CCC(CC1)N(C)C)CC(F)(F)F)OC